Tetraphenyl m-p-phenylene diphosphate P(=O)(OC1=CC=CC=C1)(OC1=CC=CC=C1)OC1=CC=C(C=C1)OP(=O)(OC1=CC=CC=C1)OC1=CC=CC=C1